N1(CCCCC1)C=1SC=2C(=NC(=C(C2)NC(=O)C2=NC(=CC=C2)N2C[C@H](CC2)O)N2CCCCC2)N1 (S)-N-(2,5-bis(piperidin-1-yl)thiazolo[4,5-b]pyridin-6-yl)-6-(3-hydroxypyrrolidin-1-yl)pyridinecarboxamide